N-(3-(fluoromethyl)oxetan-3-yl)-4-(4-isobutyrylpiperazin-1-yl)-2-(5-methyl-1,3,4-thiadiazol-2-yl)-2H-indazole-6-sulfonamide FCC1(COC1)NS(=O)(=O)C=1C=C(C2=CN(N=C2C1)C=1SC(=NN1)C)N1CCN(CC1)C(C(C)C)=O